Dibutyltin diacetate O=C(C)O[Sn](CCCC)(CCCC)OC(=O)C